(R)-2-(3-((4-(2-hydroxy-4-(trifluoromethyl)phenyl)-5,7-dihydrofuro[3,4-d]pyridazin-1-yl)amino)piperidin-1-yl)-1-(2-hydroxy-7-azaspiro[3.5]nonan-7-yl)ethan-1-one OC1=C(C=CC(=C1)C(F)(F)F)C=1C2=C(C(=NN1)N[C@H]1CN(CCC1)CC(=O)N1CCC3(CC(C3)O)CC1)COC2